ClC=1C(=NC=CC1C1=NC(=C(C=C1)CNC[C@H]1CCC(N1)=O)OC(F)F)C1=C(C(=CC=C1)NC1=NC=CC(=C1F)CNCCO)Cl (R)-5-((((3'-chloro-2'-(2-chloro-3-((3-fluoro-4-(((2-hydroxyethyl)amino)methyl)pyridin-2-yl)amino)phenyl)-6-(difluoromethoxy)-[2,4'-bipyridin]-5-yl)methyl)amino)methyl)pyrrolidin-2-one